2-[3-(4-Chloro-phenyl)-adamantan-1-carbonyl]-malonic acid dimethylester COC(C(C(=O)OC)C(=O)C12CC3(CC(CC(C1)C3)C2)C2=CC=C(C=C2)Cl)=O